ClC1=CC=C(C=C1)C1=C(NN=C1C(C)C)NC(=S)NC(OCC)=O ethyl N-{[4-(4-chlorophenyl)-5-isopropyl-2H-pyrazol-3-yl]carbamothioyl}carbamate